BrC1=CC=CC=2C=3N(C(=NC12)N[C@@H](C(=O)N1CCOCC1)C(C)C)N=C(N3)C=3C=NN(C3)C (2R)-2-{[7-bromo-2-(1-methyl-1H-pyrazol-4-yl)[1,2,4]triazolo[1,5-c]quinazolin-5-yl]amino}-3-methyl-1-(morpholin-4-yl)butan-1-one